ClC1=CC(=C(C=2OC3(CCN(CC3)C(=O)OCC)OC21)C)C(=O)OC 1'-ethyl 6-methyl 4-chloro-7-methylspiro[1,3-benzodioxole-2,4'-piperidine]-1',6-dicarboxylate